1,2-dichloroethane-d4 [2H]C([2H])(C([2H])([2H])Cl)Cl